4-ethyl-4-hydroxy-11-((2-carbonylpyrrolidin-1-yl)methyl)-1,12-dihydro-14H-pyrano[3',4':6,7]indolizino[1,2-b]quinoline-3,14(4H)-dione C(C)C1(C(OCC=2C(N3CC=4C(=NC=5C=CC=CC5C4CN4C(CCC4)=C=O)C3=CC21)=O)=O)O